6-Fluoropyridin-3,4,5-d3-2-amine FC1=C(C(=C(C(=N1)N)[2H])[2H])[2H]